ClC1=CC=C(C(=O)N2CCN(CC2)S(=O)(=O)N2[C@H]([C@@H]3CC[C@H](C2)N3C(=O)OCCOC)C(NO)=O)C=C1 2-methoxyethyl (1S,2R,5R)-3-((4-(4-chlorobenzoyl)piperazin-1-yl)sulfonyl)-2-(hydroxycarbamoyl)-3,8-diazabicyclo[3.2.1]octane-8-carboxylate